C12CNCC(C1C1=C3CN(C(C3=CC=C1F)=O)C1C(NC(CC1)=O)=O)C2 3-(4-(3-azabicyclo[3.1.1]heptan-6-yl)-5-fluoro-1-oxoisoindolin-2-yl)piperidine-2,6-dione